ClC1=NC=CC2=C1C(=CN2)C2=NC(=NC(=C2F)OC2CCC(CC2)C(F)(F)F)C 4-{4-chloro-1H-pyrrolo[3,2-c]pyridin-3-yl}-5-fluoro-2-methyl-6-{[(1r,4r)-4-(trifluoromethyl)cyclohexyl]oxy}pyrimidine